FC=1C(=C2C(=NC1C)NN=C2)C=2C(=NN1C2CO[C@](C1)(C(F)(F)F)C)C1=NC=C(C=C1)F (R)-3-(5-Fluoro-6-methyl-1H-pyrazolo[3,4-b]pyridin-4-yl)-2-(5-fluoropyridin-2-yl)-6-methyl-6-(trifluoromethyl)-6,7-dihydro-4H-pyrazolo[5,1-c][1,4]oxazine